2-(((1S,4s)-4-(2-(((R)-2-(3-Fluorophenyl)-2-hydroxyethyl)amino)propan-2-yl)cyclohexyl)oxy)acetic acid FC=1C=C(C=CC1)[C@H](CNC(C)(C)C1CCC(CC1)OCC(=O)O)O